(S)-p-chlorobenzeneethylamine ClC1=CC=C(C=C1)CCN